FC(CN1N=CC=2C1=NC(=CN2)N2CC1(CN(C1)C=1C=NC(=NC1)C)CC2)F 6-[1-(2,2-difluoroethyl)-1H-pyrazolo[3,4-b]pyrazin-6-yl]-2-(2-methylpyrimidin-5-yl)-2,6-diazaspiro[3.4]octane